(3S,4R)-tetrahydro-2H-pyran-3,4-diol O1C[C@@H]([C@@H](CC1)O)O